BrC1=C(C2=C(N=C(N=C2)NC2=NC=CC=C2)N(C1=O)C1CCCC1)C 6-bromo-8-cyclopentyl-5-methyl-2-(pyridin-2-ylamino)-8H-pyrido[2,3-d]Pyrimidin-7-one